ClC=1C(=C(C=CC1F)[C@@H](NC(=O)N1[C@@H](C(NCC1)=O)C)C=1C=NN(C1)C1=CC=C(C=C1)F)F (2R)-N-((S)-(3-chloro-2,4-difluorophenyl)(1-(4-fluorophenyl)-1H-pyrazol-4-yl)methyl)-2-methyl-3-oxopiperazine-1-carboxamide